OC1=C(C(=O)[O-])C=C(C=C1)NCC1=C(C(=C(C(=C1F)F)C(F)(F)F)F)F.[K+] potassium 2-hydroxy-5-[2,3,5,6-tetrafluoro-4-(trifluoromethyl)benzylamino]benzoate